CC1=C(C(=C(C1([Hf]C=1C(C2=CC=CC=C2C1)C(C)(C)C)C)C)C)C pentamethylcyclopentadienyl(1-tert-butylindenyl)hafnium